N-(4-((3-(2-(((1r,4r)-4-aminocyclohexyl)amino)pyrimidin-4-yl)pyridin-2-yl)oxy)-3-fluoro-5-methylphenyl)propane-1-sulfonamide NC1CCC(CC1)NC1=NC=CC(=N1)C=1C(=NC=CC1)OC1=C(C=C(C=C1C)NS(=O)(=O)CCC)F